TriMethyl-Trimethylolpropane CC(CC(CO)(CO)CO)(C)C